C(\C=C\C(CC(=O)O)CC(=O)O)(CC(=O)O)CC(=O)O.C1([C@@H](O)[C@H](O)[C@H](O)[C@@H](O1)C)[C@]1([C@H](C(O)O[C@@H]([C@H]1O[C@H]1[C@H](O)[C@@H](O)[C@@H](O)[C@H](O1)CO)CO)O)O 3-Fucosyl-lactose (E)-but-2-ene-1,1,4,4-tetrayl-tetraacetate